CC1C=2C(=CC=NC2CCN1C(=O)OC(C)(C)C)C1COC1 tert-butyl 5-methyl-4-(oxetan-3-yl)-7,8-dihydro-1,6-naphthyridine-6(5H)-carboxylate